amyl-(3-triethoxysilyl-1-propyl) xanthate O(C(=S)[S-])CCC([Si](OCC)(OCC)OCC)CCCCC